Methyl 5-(4-(tert-butoxycarbonyl)piperazin-1-yl)pyrimidine-2-carboxylate C(C)(C)(C)OC(=O)N1CCN(CC1)C=1C=NC(=NC1)C(=O)OC